N-(4-Amino-1-cyclopropyl-3,4-dioxobutan-2-yl)-6,6-dimethyl-3-(((S)-2-methylbutanoyl)-L-valyl)-3-azabicyclo[3.1.0]hexane-2-carboxamide NC(C(C(CC1CC1)NC(=O)C1C2C(C2CN1C([C@@H](NC([C@H](CC)C)=O)C(C)C)=O)(C)C)=O)=O